ClC1=C2CC(CC2=CC=C1C=1SC=C2C1N=CN(C2=O)CC2(CCN(CC2)C(CC(C2=CC=C(C=C2)F)C2CC2)=O)O)NC 7-(4-chloro-2-(methylamino)-2,3-dihydro-1H-inden-5-yl)-3-((1-(3-cyclopropyl-3-(4-fluorophenyl)propionyl)-4-hydroxypiperidin-4-yl)methyl)thieno[3,4-d]pyrimidin-4(3H)-one